4-Pentacosenoic acid C(CCC=CCCCCCCCCCCCCCCCCCCCC)(=O)O